FC=1C=C(CN2CCC(CC2)C=2C=C3CN(C(C3=CC2)=O)C2C(NC(CC2)=O)=O)C=C(C1)F 3-(5-(1-(3,5-difluorobenzyl)piperidin-4-yl)-1-oxoisoindolin-2-yl)piperidine-2,6-dione